4-{3-[1-(4-Amino-3-methyl-1H-pyrazolo[3,4-d]pyrimidin-1-yl)ethyl]-5-chloro-2-methoxy-6-methylphenyl}-N-(2-hydroxyethyl)-N-methylpyridine-2-carboxamide Trifluoroacetate FC(C(=O)O)(F)F.NC1=C2C(=NC=N1)N(N=C2C)C(C)C=2C(=C(C(=C(C2)Cl)C)C2=CC(=NC=C2)C(=O)N(C)CCO)OC